3-(trifluoromethyl)-bicyclo[1.1.1]pentane-1-thiocarboxamide FC(C12CC(C1)(C2)C(N)=S)(F)F